ClC1=NNC2=CC=C(C=C12)C=1N=C(NC1C1=NC(=CC=C1)C)NCC1=C(C=CC=C1)F 4-(3-chloro-1H-indazol-5-yl)-N-(2-fluorobenzyl)-5-(6-methylpyridin-2-yl)-1H-imidazol-2-amine